4-hydroxybicyclo[2.2.1]heptane-1-carboxamide OC12CCC(CC1)(C2)C(=O)N